tert-Butyl 3-nitro-cyclobutanecarboxylate [N+](=O)([O-])C1CC(C1)C(=O)OC(C)(C)C